7-(tert-butylcarbamoyl)-2,3-dihydrobenzofuran-4-carboxylic acid C(C)(C)(C)NC(=O)C=1C=CC(=C2CCOC21)C(=O)O